ClC1=CC(=C2C(=N1)N(C=N2)CC2CC2)N2CCOCC2 4-(5-chloro-3-(cyclopropylmethyl)-3H-imidazo[4,5-b]pyridin-7-yl)morpholine